5-{4-ethyl-5h,6h,7h,8h-pyrido[3,4-d]pyrimidine-7-carbonyl}-6-methyl-N-(1-methylcyclopropyl)furo[2,3-d]pyrimidin-4-amine C(C)C=1C2=C(N=CN1)CN(CC2)C(=O)C2=C(OC=1N=CN=C(C12)NC1(CC1)C)C